4-[8-[(5-cyclopropyl-2-ethoxy-4-methylsulfonyl-phenyl)methyl]-2-oxo-1,3,8-triazaspiro[4.5]decan-3-yl]-N,N-bis[(4-methoxyphenyl)methyl]benzenesulfonamide C1(CC1)C=1C(=CC(=C(C1)CN1CCC2(CN(C(N2)=O)C2=CC=C(C=C2)S(=O)(=O)N(CC2=CC=C(C=C2)OC)CC2=CC=C(C=C2)OC)CC1)OCC)S(=O)(=O)C